C(#N)[C@H](C[C@H]1C(NCCC1)=O)NC(=O)[C@H]1N(C[C@@H](C1)C1=CC=CC=C1)C(=O)C=1NC2=CC=CC(=C2C1)OC (2S,4S)-N-[(1S)-1-cyano-2-[(3S)-2-oxo-3-piperidyl]ethyl]-1-(4-methoxy-1H-indole-2-carbonyl)-4-phenyl-pyrrolidine-2-carboxamide